(S)-8-(2,4-dichlorophenyl)-9-(4-((1-(3-fluoropropyl)pyrrolidin-3-yl)oxy)phenyl)-N-hydroxy-6,7-dihydro-5H-benzo[7]annulene-3-carboximidamide ClC1=C(C=CC(=C1)Cl)C=1CCCC2=C(C1C1=CC=C(C=C1)O[C@@H]1CN(CC1)CCCF)C=CC(=C2)C(NO)=N